C(CCCCC(=O)OC1=C2C(=CNC2=CC=C1)CCN(C)C)(=O)OC1=C2C(=CNC2=CC=C1)CCN(C)C bis(3-(2-(dimethylamino)ethyl)-1H-indol-4-yl) adipate